N-[3-(Dimethylamino)cyclobutyl]-2,2,2-trifluoro-N-(1-methyl-1H-pyrazol-4-yl)acetamide CN(C1CC(C1)N(C(C(F)(F)F)=O)C=1C=NN(C1)C)C